ClC(CC(Cl)Cl)(F)F 1,3,3-trichloro-1,1-difluoropropane